NC=1C=C(C=NC1N1CC(C1)N(C)C)C1=CC=2C3=C(C=NC2C=C1F)N(C(C31CCC1)=O)C 8'-(5-Amino-6-(3-(dimethylamino)azetidin-1-yl)pyridin-3-yl)-7'-fluoro-3'-methylspiro[cyclobutane-1,1'-pyrrolo[2,3-c]quinolin]-2'(3'H)-one